(cis)-3-(3-fluoro-5-(4,4,5,5-tetramethyl-1,3,2-dioxaborolan-2-yl)-7-(trifluoromethyl)-1H-indazol-1-yl)-1-methylcyclobutan-1-ol FC1=NN(C2=C(C=C(C=C12)B1OC(C(O1)(C)C)(C)C)C(F)(F)F)C1CC(C1)(O)C